4-(4-chloro-3-methoxy-phenyl)-2,2-dimethyl-4-oxo-butanoic acid ClC1=C(C=C(C=C1)C(CC(C(=O)O)(C)C)=O)OC